2,4-diisopropyl-styrene C(C)(C)C1=C(C=C)C=CC(=C1)C(C)C